O1CC(CC1)C=1C=C2C3=NNC4=CC=C(OCCCNC(OCC(C1)=C2)=O)C=C34 4-(oxolan-3-yl)-8,14-dioxa-10,19,20-triazatetracyclo[13.5.2.12,6.018,21]tricosa-1(20),2,4,6(23),15,17,21-heptaen-9-one